OCC(=O)NC1=CC=CC(=C1)C hydroxy-5'-methylacetanilide